ClC1=CC(=C(C=C1)[C@@]1(OC2=C(O1)C=CC=C2C2CCN(CC2)CC2=NC=C(C=C2N2CC(NCC2)=O)C2=NN=C(N2)C(F)(F)F)C)F (S)-4-(2-((4-(2-(4-chloro-2-fluorophenyl)-2-methylbenzo[d][1,3]dioxol-4-yl)piperidin-1-yl)methyl)-5-(5-(trifluoromethyl)-4H-1,2,4-triazol-3-yl)pyridin-3-yl)piperazin-2-one